tert-Butyl 4-(6-methoxypyridin-2-yl)piperidine-1-carboxylate COC1=CC=CC(=N1)C1CCN(CC1)C(=O)OC(C)(C)C